tert-butyl 3-hydroxy-3-(pyridin-2-yl)azetidine-1-carboxylate OC1(CN(C1)C(=O)OC(C)(C)C)C1=NC=CC=C1